FC1=CC=C(C=C1)C=1SC(=CN1)C(=O)N[C@@H](CCC(C)O)C(N[C@@H](CCCC(F)(F)F)C(C=1SC=CN1)O)=O 2-(4-fluorophenyl)-N-[(1S)-4-hydroxy-1-[[(1S)-5,5,5-trifluoro-1-[hydroxy(thiazol-2-yl)methyl]pentyl]carbamoyl]pentyl]thiazole-5-carboxamide